2-{[(2S,4S)-4-({2-[(2,4-Difluorophenoxy)methyl]pyrimidin-4-yl}oxy)-2-methylpiperidin-1-yl]methyl}-1-{[(3S)-oxolan-3-yl]methyl}-1H-1,3-benzodiazole-6-carboxylic acid FC1=C(OCC2=NC=CC(=N2)O[C@@H]2C[C@@H](N(CC2)CC2=NC3=C(N2C[C@H]2COCC2)C=C(C=C3)C(=O)O)C)C=CC(=C1)F